D-Sedoheptulose 7-phosphate P(=O)(O)(O)OC[C@H]([C@H]([C@H]([C@@H](C(CO)=O)O)O)O)O